NC1=C(C=CC(=C1)C1=C(N=CS1)C)C(=O)C1=C(C=CC=C1)C (2-amino-4-(4-methylthiazol-5-yl)phenyl)(o-tolyl)methanone